3-bromo-5-chloro-4-methylbenzonitrile BrC=1C=C(C#N)C=C(C1C)Cl